3-((3R,6S,9aS)-3,6-diisobutyl-1-((E)-3-(1-methyl-1H-indazol-3-yl)acryloyl)-4,7-dioxohexahydropyrazino[2,1-c][1,2,4]oxadiazin-8(1H)-yl)propanamide C(C(C)C)[C@@H]1C(N2[C@@H](N(O1)C(\C=C\C1=NN(C3=CC=CC=C13)C)=O)CN(C([C@@H]2CC(C)C)=O)CCC(=O)N)=O